ClC=1C=C(C=NC1OC=1C=C2CCN(C(C2=CC1)=O)CC1=CC=C(C=C1)F)N1NC=CN=C1 2-(5-chloro-6-((2-(4-fluorobenzyl)-1-oxo-1,2,3,4-tetrahydroisoquinolin-6-yl)oxy)pyridin-3-yl)-1,2,4-triazine